ClC1=CC=C(C=C1)[C@H]1N(CCCC1)CC1CCN(CC1)C1=CC(=C(C(=O)NS(=O)(=O)C2=CC(=C(C=C2)NCCCN2CCOCC2)[N+](=O)[O-])C=C1)OC1=CN=NC(=C1)O 4-[4-[[(2S)-2-(4-chlorophenyl)-1-piperidyl]methyl]-1-piperidyl]-2-(6-hydroxypyridazin-4-yl)oxy-N-[4-(3-morpholinopropylamino)-3-nitro-phenyl]sulfonyl-benzamide